FC=1C=C(CC2(CC(=NO2)CNC(=O)C2=NC=CC3=CC=CC=C23)C(=O)OCC)C=C(C1)F Ethyl 5-(3,5-difluorobenzyl)-3-((isoquinoline-1-carboxamido)methyl)-4,5-dihydroisoxazole-5-carboxylate